OC(=O)C(F)(F)F.FC1=CC=C(C=C1)[C@H]1[C@@H](C1)NCC(=O)N1CC2=C(CC1)SC(=C2)C(=O)NO 5-(2-(((1R,2S)-2-(4-fluorophenyl)cyclopropyl)amino)acetyl)-N-hydroxy-4,5,6,7-tetrahydrothieno[3,2-c]pyridine-2-carboxamide TFA Salt